NC=1NC(C=2N(C(N(C2N1)[C@@H]1O[C@@H]([C@H]([C@H]1O)F)CO)=O)CC1=CC=C(C=C1)F)=O 2-amino-9-((2r,3s,4s,5r)-4-fluoro-3-hydroxy-5-(hydroxymethyl)tetrahydrofuran-2-yl)-7-(4-fluorobenzyl)-7,9-dihydro-1H-purine-6,8-dione